C(C)(C)(C)OC(=O)N1[C@@H]2[C@@H]([C@@H](C[C@H]1CC2)N(C)CC2=CC=CC=C2)F (1S,2R,3R,5R)-3-(benzyl-(methyl)amino)-2-fluoro-8-azabicyclo[3.2.1]octane-8-carboxylic acid tert-butyl ester